IC1=CC=2C[C@H]3N(C2C=C1)S(C=1[C@H](C3(C)C)C=C(CC1)C)(=O)=O (11aR,12aS)-9-iodo-2,12,12-trimethyl-11,11a,12,12a-tetrahydro-3H-benzo[5,6][1,2]thiazino[2,3-a]indole 5,5-dioxide